chloro-N-(2,3-dihydro-[1,4]dioxino[2,3-b]pyridin-7-yl)-5,6-dihydrobenzo[f]imidazo[1,5-d][1,4]oxazepine-10-carboxamide ClC=1N=CN2CCOC3=C(C21)C=C(C=C3)C(=O)NC=3C=C2C(=NC3)OCCO2